ClC1=NC(=CN=C1)C1=CC=CC=C1 2-chloro-6-phenyl-pyrazine